COC(=O)[C@H]1CN(C)[C@@H]2CC3=CNC4=CC=CC(C2=C1)=C34 d-lysergic acid methyl ester